(2S)-5-[(8,26-dioxo-9,18-diaza-3,6,12,15,21,24-hexaoxaheptacosane-1-yl)amino]-2-[(1-oxododecyl)amino]pentanoic acid O=C(COCCOCCNCCC[C@@H](C(=O)O)NC(CCCCCCCCCCC)=O)NCCOCCOCCNCCOCCOCC(C)=O